C(CC)C=1SC2=C(C(=NC=3C=CC=CC23)N)N1 2-propyl-[1,3]thiazolo[4,5-c]quinoline-4-amine